N1=CC(=CC=C1)N1N=CC(=C1)C(=O)N[C@H]1C[C@H](CCC1)NC1=CC(=NC2=CC=CC=C12)C(F)(F)F 1-(pyridin-3-yl)-N-[(1r,3s)-3-{[2-(trifluoromethyl)quinolin-4-yl]amino}cyclohexyl]-1H-pyrazole-4-carboxamide